C12CCC3N(CCC4=C(NC5=CC=CC=C45)[C@@H]31)C2 (4S,11bR)-1,2,3,3a,5,6,11,11b-octahydro-1,4-methanocyclopenta[2,3]azepino[4,5-b]indole